gadolinium(III) bromate Br(=O)(=O)[O-].[Gd+3].Br(=O)(=O)[O-].Br(=O)(=O)[O-]